3-((2-(4-Methoxyphenyl)-1H-benzimidazol-5-yl)carbamoyl)benzoic acid methyl ester COC(C1=CC(=CC=C1)C(NC1=CC2=C(NC(=N2)C2=CC=C(C=C2)OC)C=C1)=O)=O